N(C1=CC=CC=C1)C1=C(C=NC2=CC=CC=C12)C#N 4-anilino-3-quinolinecarbonitrile